2-bromo-7-(1-chloro-2-methoxy-ethyl)-12-oxa-3-thia-6-azatricyclo[6.4.1.04,13]trideca-1,4(13),7-trien-5-one BrC1=C2OCCCC3=C(NC(C(S1)=C23)=O)C(COC)Cl